trifluorododecyl-ammonium FC(CCCCCCCCCCC[NH3+])(F)F